1-(piperidin-1-yl)ethan-1-one N1(CCCCC1)C(C)=O